NC1=NNC2=CC=C(C=C12)C1=C2C(=NC=C1)NC(=C2)C(=O)N2CCN(CC2)C (4-(3-Amino-1H-indazol-5-yl)-1H-pyrrolo[2,3-b]pyridin-2-yl)(4-methylpiperazin-1-yl)methanone